(4-(((3-(diethylamino) propoxy) carbonyl) oxy) hexadecyl) propane-1,3-diylbis(decanoate) C(CCCCCCCCCCCC(=O)[O-])CCCCCCCCCC(=O)OCCCC(CCCCCCCCCCCC)OC(=O)OCCCN(CC)CC